3-chloro-2-fluoro-4,6-dimethoxybenzaldehyde ClC=1C(=C(C=O)C(=CC1OC)OC)F